C1(CC1)C(C=1N=CN(C1)S(=O)(=O)N(C)C)O 4-(cyclopropyl(hydroxy)methyl)-N,N-dimethyl-1H-imidazole-1-sulfonamide